C(C1=CC=CC=C1)N1CCCN(CCCN(CCC1)CC=1C(=C(C(=O)N)C=C(C1)C)O)CC=1C(=C(C(=O)N)C=C(C1)C)O 3'-[(9-benzyl-1,5,9-triazacyclododecane-1,5-diyl)bis(methylene)]bis(2-hydroxy-5-methylbenzamide)